tert-butyl N-[(1S,3R)-3-[[3-[N'-(2-chloro-5-fluoro-phenyl)carbamimidoyl]-6-(6-methoxy-3-pyridyl)pyrrolo[1,2-b]pyridazin-4-yl]amino]cyclopentyl]carbamate ClC1=C(C=C(C=C1)F)N=C(N)C1=C(C=2N(N=C1)C=C(C2)C=2C=NC(=CC2)OC)N[C@H]2C[C@H](CC2)NC(OC(C)(C)C)=O